C1(=CC(=CC=C1)OCCOC=1C=C(C=CC1)C)C 1,2-di-m-tolyloxyethane